C[Si](C=1C=CC=NC1)(C)C 5-(trimethylsilyl)pyridin